N-(cyclopropyl-(2,4-difluorophenyl)methyl)-2-(2,6-dioxopiperidin-3-yl)-1-oxoisoindoline-5-carboxamide C1(CC1)C(NC(=O)C=1C=C2CN(C(C2=CC1)=O)C1C(NC(CC1)=O)=O)C1=C(C=C(C=C1)F)F